di-isopropyl trisulfide C(C)(C)SSSC(C)C